The molecule is an amino tetrasaccharide consisting of 2-acetamido-2-deoxy-beta-D-galactopyranosyl, alpha-D-galactopyranosyl, beta-D-galactopyranosyl, and beta-D-glucopyranose units joined together in sequence by (1->3), (1->4), and (1->4) glycosidic linkages, respectively. It is an amino tetrasaccharide and a galactosamine oligosaccharide. CC(=O)N[C@@H]1[C@H]([C@H]([C@H](O[C@H]1O[C@H]2[C@H]([C@H](O[C@@H]([C@@H]2O)O[C@H]3[C@H](O[C@H]([C@@H]([C@H]3O)O)O[C@@H]4[C@H](O[C@H]([C@@H]([C@H]4O)O)O)CO)CO)CO)O)CO)O)O